tertiary butyl-dimethyl-chlorosilane 2,3-dihydroxyprop-1-yl-palmitate OC(COC(CCCCCCCCCCCCCCC)=O)CO.C(C)(C)(C)[Si](Cl)(C)C